vinylquinolin-6-ol C(=C)C1=NC2=CC=C(C=C2C=C1)O